FC(C1=NC=CC=C1C=1C=NC=2CCNCC2C1)F 3-(2-(difluoromethyl)pyridin-3-yl)-5,6,7,8-tetrahydro-1,6-naphthyridine